FC=1C(=NC(=NC1)OCC1=CC=C(C=C1)F)N 5-fluoro-2-[(4-fluorobenzyl)oxy]-pyrimidin-4-amine